((4-(difluoromethoxy)phenyl)sulfonyl)-3-(6-oxa-2-azaspiro[3.5]non-2-yl)-1-oxa-8-azaspiro[4.5]decane FC(OC1=CC=C(C=C1)S(=O)(=O)C1OC2(CC1N1CC3(C1)COCCC3)CCNCC2)F